C1(CC1)CN1C(=CC2=CC(=CC(=C12)C=1C(=NC(=CC1)C)CC)C(=O)N1CCN(CC1)C1=NC=C(C=C1OC)F)C=1CN(CCC1)C(CC(=O)O)=O 3-(3-(1-(Cyclopropylmethyl)-7-(2-ethyl-6-methylpyridin-3-yl)-5-(4-(5-fluoro-3-methoxypyridin-2-yl)piperazine-1-carbonyl)-1H-indol-2-yl)-5,6-dihydropyridin-1(2H)-yl)-3-oxopropanoic acid